CC=1N=C(SC1S(=O)(=O)N1CCN(CC1)C[C@H](C)NC1=NC=NC2=C(C=CC=C12)C(=O)N1[C@H](CCC1)C(F)(F)F)NC(OC)=O methyl N-[4-methyl-5-({4-[(2S)-2-({8-[(2R)-2-(trifluoromethyl)pyrrolidine-1-carbonyl]quinazolin-4-yl}amino)propyl]piperazin-1-yl} sulfonyl)-1,3-thiazol-2-yl]carbamate